C(C)N(C1=CC=CC2=C1C(=CO2)C)CC 4-diethylamino-3-methylbenzofuran